NC(=O)C1=CC=CC2=CN(N=C12)C1=CC=C(C=C1)NC(=O)C1C[NH+](CCC1)C 3-[({4-[7-(aminocarbonyl)-2H-indazole-2-yl]phenyl}amino)carbonyl]-1-methylpiperidinium